NC1=CC=C2C(=CN(C2=C1)C1CCCC1)C=1C=C(C#N)C=CC1 3-(6-amino-1-cyclopentyl-1H-indol-3-yl)benzonitrile